C(C)(C)N1C=C(C=CC1=O)C=1C=C(C=CC1)C(C(C(=O)NC1=CC=C(C=C1)C=1C(=NNC1)C)NC(=O)C=1N(N=CC1)C)C1=CC=CC=C1 N-[1-[[3-(1-isopropyl-6-oxo-3-pyridyl)phenyl]-phenyl-methyl]-2-[4-(3-methyl-1H-pyrazol-4-yl)anilino]-2-oxo-ethyl]-2-methyl-pyrazole-3-carboxamide